N-[4-fluoro-2-[rac-(3R,5S)-3,4,5-trimethylpiperazin-1-yl]-5-thiophen-3-ylphenyl]-6-oxo-4-(trifluoromethyl)-1H-pyridine-3-carboxamide FC1=CC(=C(C=C1C1=CSC=C1)NC(=O)C1=CNC(C=C1C(F)(F)F)=O)N1C[C@H](N([C@H](C1)C)C)C |r|